O=C1NC(CCC1N1C(C2=CC=CC(=C2C1)SCC1=CC2=C(S1)C=CC(=C2)C(=O)OCC21CC3CC(CC(C2)C3)C1)=O)=O (adamantan-1-yl)methyl 2-(((2-(2,6-dioxopiperidin-3-yl)-1-oxoisoindolin-4-yl)thio)methyl)benzo[b]thiophene-5-carboxylate